N(C(=O)N)CCC[Si](OC)(OC)OC.[C] carbon 3-ureidopropyltrimethoxysilane